ClC=1C=C(C=C(C1)C#N)C(C)(C)C1=CC=C(OCC2=NC(=NC=C2)N2CCN(CC2)CC2CCN(CC2)C2CCN(CC2)CC(=O)[O-])C=C1 2-(4-((4-(4-((4-(2-(3-chloro-5-cyanophenyl)prop-2-yl)phenoxy)methyl)pyrimidine-2-yl)piperazin-1-yl)methyl)-[1,4'-bipiperidin]-1'-yl)acetate